CC1=C(C(=C(C1(C)[Ir])C)C)C (pentamethylcyclopentadienyl)iridium